FC1=C(C(=O)NC2CCC(CC2)NC2=CC(=NC3=CC=CC=C23)C(F)(F)F)C=CC(=C1F)C 2,3-difluoro-4-methyl-N-[(1s,4s)-4-{[2-(trifluoromethyl)quinolin-4-yl]amino}cyclohexyl]benzamide